FC(C=1C(=C(C=CC1)[C@@H](C)NC1=NC(=NC2=CC(=C(C=C12)OC)N1CCC(CC1)O)C)F)F (R)-1-(4-((1-(3-(difluoromethyl)-2-fluorophenyl)ethyl)amino)-6-methoxy-2-methyl-quinazolin-7-yl)piperidin-4-ol